2-(morpholin-4-yl)-4-{[4-(prop-2-yl)phenyl]amino}-6-(prop-2-yn-1-yl)-5,6-dihydro-7H-pyrrolo[3,4-d]pyrimidin-7-one N1(CCOCC1)C=1N=C(C2=C(N1)C(N(C2)CC#C)=O)NC2=CC=C(C=C2)C(C)C